Methyl (1R,2S,5S)-3-((S)-2-((tert-butoxycarbonyl)amino)hex-5-enoyl)-6,6-dimethyl-3-azabicyclo[3.1.0]hexane-2-carboxylate C(C)(C)(C)OC(=O)N[C@H](C(=O)N1[C@@H]([C@H]2C([C@H]2C1)(C)C)C(=O)OC)CCC=C